(S)-Benzyl 3-(3-(((tert-butyldimethylsilyl)oxy)methyl)-4-methylphenyl)-3-(1-ethyl-4-fluoro-1H-benzo[d][1,2,3]triazol-5-yl)propanoate [Si](C)(C)(C(C)(C)C)OCC=1C=C(C=CC1C)[C@H](CC(=O)OCC1=CC=CC=C1)C1=C(C2=C(N(N=N2)CC)C=C1)F